5-chloro-1-(4-(5-(difluoromethyl)-1,3,4-oxadiazole-2-yl)benzyl)-3-(1-methylpiperidine-4-yl)-1,3-dihydro-2H-benzo[d]imidazole-2-one ClC1=CC2=C(N(C(N2C2CCN(CC2)C)=O)CC2=CC=C(C=C2)C=2OC(=NN2)C(F)F)C=C1